4-(5-Chloro-1H-1,2,3-triazol-4-yl)-2-{1-[2-(4-fluorophenyl)ethyl]-1H-imidazol-4-yl}pyridin ClC1=C(N=NN1)C1=CC(=NC=C1)C=1N=CN(C1)CCC1=CC=C(C=C1)F